O=S1(CCC(CC1)NC(=O)C=1C=NC(=CC1)OCC=1C(=NOC1C)C=1C=NC(=CC1)C)=O N-(1,1-Dioxothian-4-yl)-6-((5-methyl-3-(6-methylpyridin-3-yl)-1,2-oxazol-4-yl)methoxy)pyridin-3-carboxamid